C(C1=CC=CC=C1)(=O)NC=1C=C(C=CC1)C1N(CCN(C1)C1=NC=CC=C1)C(=O)N (3-benzamidophenyl)-4-(pyridin-2-yl)piperazine-1-carboxamide